(1R,3S,5R)-2-(2-(3-acetyl-5-(2-methylpyrimidin-5-yl)-1H-indazol-1-yl)acetyl)-N-(4-(benzyloxy)-6-bromopyridin-2-yl)-5-methyl-2-azabicyclo[3.1.0]hexane-3-carboxamide C(C)(=O)C1=NN(C2=CC=C(C=C12)C=1C=NC(=NC1)C)CC(=O)N1[C@@H]2C[C@@]2(C[C@H]1C(=O)NC1=NC(=CC(=C1)OCC1=CC=CC=C1)Br)C